4-chlorobenzyl (S)-(4-(1-(tetrahydro-2H-pyran-4-carboxamido)eth-yl)phenyl)carbamate O1CCC(CC1)C(=O)N[C@@H](C)C1=CC=C(C=C1)NC(OCC1=CC=C(C=C1)Cl)=O